2-(((S)-1-(((S)-1,1-bis(4-chlorophenyl)propan-2-yl)amino)-1-oxopropan-2-yl)carbamoyl)-4-methoxypyridin-3-yl butyrate C(CCC)(=O)OC=1C(=NC=CC1OC)C(N[C@H](C(=O)N[C@H](C(C1=CC=C(C=C1)Cl)C1=CC=C(C=C1)Cl)C)C)=O